methyl 4-(5-{[1,1'-biphenyl]-3-yl} thiophene-2-sulfonylamino)-3-methoxybenzoate C1(=CC(=CC=C1)C1=CC=C(S1)S(=O)(=O)NC1=C(C=C(C(=O)OC)C=C1)OC)C1=CC=CC=C1